ClC1=C(CNC(=O)C2C=3C=CC=NC3C(CC2)CC(=O)O)C(=CC(=C1)Cl)C 2-(5-((2,4-dichloro-6-methylbenzyl)carbamoyl)-5,6,7,8-tetrahydroquinolin-8-yl)acetic acid